methyl 4-bromo-2-((tert-butoxycarbonyl) amino)-5-fluorobenzoate BrC1=CC(=C(C(=O)OC)C=C1F)NC(=O)OC(C)(C)C